N1(CCCCC1)CC(=O)NC1=NC=CC(=C1)C1=CNC2=NC=CC(=C21)OC2=CC=C1CCNCC1=C2 2-(piperidin-1-yl)-N-(4-(4-((1,2,3,4-tetrahydroisoquinolin-7-yl)oxy)-1H-pyrrolo[2,3-b]pyridin-3-yl)pyridin-2-yl)acetamide